Ethyl 2-(4-((4,4-dimethyl-2,5-dioxo-3-(4-(trifluoromethoxy)-phenyl)imidazolidin-1-yl)meth-yl)-2,6-dimethylphenoxy)-2-methylpropionate CC1(N(C(N(C1=O)CC1=CC(=C(OC(C(=O)OCC)(C)C)C(=C1)C)C)=O)C1=CC=C(C=C1)OC(F)(F)F)C